2-(1-ethylpropyl)pyridine C(C)C(CC)C1=NC=CC=C1